8-bromo-1-carbonyl-6,7-dihydro-1H,5H-pyrido[3,2,1-ij]quinoline-3-carboxylic acid methyl ester COC(=O)C=1N2C3=C(C(=CC=C3C(C1)=C=O)Br)CCC2